ClC1=C(C=CC(=C1)N1C[C@@H](NCC1)C)N1C=NC(=C1)C1=NC(=NC=C1C(F)(F)F)NC1CCN(CC1)S(=O)(=O)C (S)-4-(1-(2-Chloro-4-(3-methyl-piperazin-1-yl)-phenyl)-1H-imidazol-4-yl)-N-(1-(methyl-sulfonyl)piperidin-4-yl)-5-(trifluoro-methyl)pyrimidin-2-amine